2,6-bis(N-iso-propylamino)-2,4,6,8-tetramethylcyclotetrasiloxane C(C)(C)N[Si]1(O[SiH](O[Si](O[SiH](O1)C)(C)NC(C)C)C)C